N(=[N+]=[N-])C[C@@]12CCCN2C[C@H](C1)F (2S,7aR)-7a-(azidomethyl)-2-fluorohexahydro-1H-pyrrolizine